(S)-6-(1-amino-1,3-dihydrospiro[indene-2,4'-piperidine]-1'-yl)-3-(7-methoxybenzofuran-3-yl)-1,5-dihydro-4H-pyrazolo[3,4-d]pyrimidin-4-one N[C@@H]1C2=CC=CC=C2CC12CCN(CC2)C=2NC(C1=C(N2)NN=C1C1=COC2=C1C=CC=C2OC)=O